FC=1C=C2C(=CNC2=CC1)CCCN1CCC(CC1)(COC)N(C(C(C)C)=O)C1=CC=CC=C1 N-(1-(3-(5-fluoro-1H-indol-3-yl)propyl)-4-(methoxymethyl)piperidin-4-yl)-N-phenylisobutyramide